C(C1=CC=CC=C1)N1C([C@@H]2N(CCN(C2)C#N)CC1)=O (R)-8-benzyl-9-oxooctahydro-2H-pyrazino[1,2-a]pyrazine-2-carbonitrile